ICC(=O)N α-Iodoacetamide